tris{2-(2-benzothienyl)pyridinyl}iridium S1C(=CC2=C1C=CC=C2)C2=NC=CC=C2[Ir](C=2C(=NC=CC2)C=2SC1=C(C2)C=CC=C1)C=1C(=NC=CC1)C=1SC2=C(C1)C=CC=C2